N(=[N+]=[N-])[C@@H]1[C@@H](C=CO[C@@H]1COCC1=CC=CC=C1)OCC1=CC=CC=C1 4-azido-4-deoxy-3,6-di-O-benzyl-D-galactal